2-[4-(2-chlorophenyl)-2-oxo-chromen-7-yl]oxy-N-[4-(2-hydroxyethyl)phenyl]propanamide ClC1=C(C=CC=C1)C1=CC(OC2=CC(=CC=C12)OC(C(=O)NC1=CC=C(C=C1)CCO)C)=O